(1-(pyridin-4-yl)-1H-pyrazol-4-yl)aniline ethyl-5,5-di((Z)-heptadec-8-en-1-yl)-1-(3-(pyrrolidin-1-yl)propyl)-2,5-dihydro-1H-imidazole-2-carboxylate C(C)OC(=O)C1N(C(C=N1)(CCCCCCC\C=C/CCCCCCCC)CCCCCCC\C=C/CCCCCCCC)CCCN1CCCC1.N1=CC=C(C=C1)N1N=CC(=C1)NC1=CC=CC=C1